C1(=CC=CC=C1)OC(=O)N1CC2=CC(=C(C=C2CC1)C=1N(C(=C(C1)C(N(C)C1=CC=C(C=C1)O)=O)C)C)C(=O)N1CC2=CC=CC=C2CC1 7-(3,4-dihydroisoquinoline-2(1H)-ylcarbonyl)-6-{4-[(4-hydroxyphenyl)(methyl)carbamoyl]-1,5-dimethyl-1H-pyrrol-2-yl}-3,4-dihydroisoquinoline-2(1H)-carboxylic acid phenyl ester